FC=1C=C(C=2N(C1)C=C(N2)C(=O)NC(C(F)(F)F)(C)C)C2=C(C=CC=C2)OCC(F)(F)F 6-fluoro-N-(1,1,1-trifluoro-2-methylpropan-2-yl)-8-(2-(2,2,2-trifluoroethoxy)phenyl)imidazo[1,2-a]pyridine-2-carboxamide